N-(3-([1,1'-biphenyl]-3-yl)propyl)-2-ethyl-6-methylthieno[2,3-d]pyrimidin-4-amine C1(=CC(=CC=C1)CCCNC=1C2=C(N=C(N1)CC)SC(=C2)C)C2=CC=CC=C2